C(C)(C)(C)OCC1=CC=C(C=C1)N1C=NC=C1 1-(4-(tert-butoxymethyl)phenyl)-1H-imidazol